NC=1C2=C(N=CN1)N(C(=C2C2=CC=C(C=C2)OC2=CC=CC=C2)C#CC2CN(C2)C2CCN(CC2)C(C=C)=O)C2CC(C2)O 1-[4-(3-{2-[4-amino-7-(3-hydroxycyclobutyl)-5-(4-phenoxyphenyl)-7H-pyrrolo[2,3-d]pyrimidin-6-yl]ethynyl}azetidin-1-yl)piperidin-1-yl]prop-2-en-1-one